6-chloro-3-[[(1R)-1-[5-methyl-2-oxo-13-(2-pyridyl)-1,9,13,14-tetrazatetracyclo[8.7.0.03,8.011,15]heptadeca-3(8),4,6,9,11,14-hexaen-7-yl]ethyl]amino]pyridine-2-carboxylic acid ClC1=CC=C(C(=N1)C(=O)O)N[C@H](C)C1=CC(=CC=2C(N3CCC4=NN(C=C4C3=NC12)C1=NC=CC=C1)=O)C